(S)-2-(2,5-difluoro-4-(6-((1-methyl-2-oxo-1,2-dihydropyridin-4-yl)methoxy)pyridin-2-yl)benzyl)-1-(4,4-dimethyltetrahydrofuran-3-yl)-1H-benzo[d]imidazole-6-carboxylic acid FC1=C(CC2=NC3=C(N2[C@@H]2COCC2(C)C)C=C(C=C3)C(=O)O)C=C(C(=C1)C1=NC(=CC=C1)OCC1=CC(N(C=C1)C)=O)F